N-[3-[(2,3-dihydroxypropyl)(3-decyloxypropyl)amino]propyl]lauramide OC(CN(CCCNC(CCCCCCCCCCC)=O)CCCOCCCCCCCCCC)CO